5-amino-3-isopropylbenzo[d]oxazol-2(3H)-one NC=1C=CC2=C(N(C(O2)=O)C(C)C)C1